6,6-dipentyloxyhexyl-lithium C(CCCC)OC(CCCCC[Li])OCCCCC